cyclohepten-3-yl dihydrogen phosphate P(=O)(OC1C=CCCCC1)(O)O